BrC1=C(C2=C(C(=N1)OC)N=C(S2)[NH-])N2CCOCC2 (6-bromo-4-methoxy-7-morpholin-4-yl-thiazolo[4,5-c]pyridin-2-yl)-amid